C(C)(C)N(C(C)C)CC N,N-di-Isopropyl-ethyl-amine